C1(CCCCC1)NC(C1=NC=CC(=C1)OC)=O N-cyclohexyl-4-methoxypicolinamide